pentaene-4-carboxamide C=CCC(C)C(=O)N